3-chloro-N-(3-fluoro-5-(phenylethynyl)pyridin-2-yl)-1-methyl-5-(1-methyl-1H-indazol-5-yl)-1H-pyrazole-4-carboxamide ClC1=NN(C(=C1C(=O)NC1=NC=C(C=C1F)C#CC1=CC=CC=C1)C=1C=C2C=NN(C2=CC1)C)C